C(C)(C)(C)OC(NC[B-](F)(F)F)=O.[K+].N1=C(C=CC=C1)NC1=CC=CC=C1 (pyridine-2-yl)aniline potassium tert-butyl-N-[(trifluoroboranuidyl)methyl]carbamate